N,N-diethyl-1-methyl-3,6-dihydro-2H-pyridine-5-carboxamide C(C)N(C(=O)C1=CCCN(C1)C)CC